OC[C@@H](C)[C@H]1CC[C@H]2[C@@H]3CCC4=CC(CC[C@]4(C)[C@H]3CC[C@]12C)=O (20S)-20-hydroxymethylpregn-4-en-3-one